OC(=O)C(F)(F)F.C(C1=CC=CC=C1)OC(CCCN)=O 4-aminobutanoic acid benzyl ester TFA salt